C(C)(C)(C)OC(=O)NC(CC(=O)O)C1=C(C=CC(=C1)[N+](=O)[O-])F 3-((tert-butoxycarbonyl)amino)-3-(2-fluoro-5-nitrophenyl)propanoic acid